ClC1=C(C(=CC=C1)Cl)N1CCN(CC1)C(CCN1C=NC2=C(NC=3C=C(C=CC23)C)C1=O)=O 3-(3-(4-(2,6-dichlorophenyl)piperazin-1-yl)-3-oxopropyl)-7-methyl-3,5-dihydro-4H-pyrimido[5,4-b]indol-4-one